ClC=1C=CC(=NC1)OC1=C(C=C(C=C1)NC(NC(=O)C1CCC(CC1)OC)=O)F 3-{4-[(5-chloropyridin-2-yl)oxy]-3-fluorophenyl}-1-(4-methoxycyclohexanecarbonyl)urea